CN1N=NC=2C1=NC=C(C2C)C(CC(=O)OCC)C=2C=C(C1=C(C=CS1)C2)CO Ethyl 3-(3,7-dimethyl-3H-[1,2,3]triazolo[4,5-b]pyridin-6-yl)-3-[7-(hydroxymethyl)-1-benzothiophene-5-yl]propanoate